C(C)(C)(C)OC(=O)N1C[C@H](CC=C1C=1C=CC2=CN(N=C2C1)C(C)C)C.C(C)(C)N1N=C2C=C(C=CC2=C1)C=1CC[C@@H](CN1)C |r| 2-Isopropyl-6-[rac-(3S)-3-methyl-2,3,4,5-tetrahydropyridin-6-yl]indazole tert-Butyl-rac-(3S)-6-(2-isopropylindazol-6-yl)-3-methyl-3,4-dihydro-2H-pyridine-1-carboxylate